barium hydrogen carbonate C(O)([O-])=O.[Ba+2].C(O)([O-])=O